C(C1=CC=CC=C1)(=O)O.C(CCC=C)N (pent-4-enamine) benzoate